CSC1=C(C(=O)NNC2=CC=C(C=C2[N+](=O)[O-])[N+](=O)[O-])C=CC=C1 2-(methylthio)benzamido-4,6-dinitroaniline